FC[C@@H](C1=CC=C(C=C1)C(F)(F)F)N(S(=O)(=O)N1CCOCC1)C (R)-N-(2-fluoro-1-(4-(trifluoromethyl)phenyl)ethyl)-N-methylmorpholine-4-sulfonamide